N1-(5-(1-(3,3-difluorocyclobutyl)-2-methyl-1H-imidazo[4,5-b]pyridin-6-yl)pyrrolo[2,1-f][1,2,4]triazin-2-yl)cyclobutane-1,3-diamine FC1(CC(C1)N1C(=NC2=NC=C(C=C21)C=2C=CN1N=C(N=CC12)NC1CC(C1)N)C)F